C1(=CC=CC=C1)N1N=NC(=C1)C1=CC=C(C=C1)C 1-phenyl-4-p-tolyl-1H-1,2,3-triazole